COC(CCC(N1C(C2=CC=CC(=C2C1)OCC1=CC=C(C=C1)CN1CCC(CC1)F)=O)C(N)=O)=O 4-carbamoyl-4-{4-[4-(4-fluoro-piperidin-1-ylmethyl)-benzyloxy]-1-oxo-1,3-dihydro-isoindol-2-yl}-butyric acid methyl ester